isopropyl (Z)-5-(3-chlorophenyl)-2-(4-(2-(4-ethylpiperazin-1-yl)-2-oxoethoxy)benzylidene)-7-methyl-3-oxo-2,3-dihydro-5H-thiazolo[3,2-a]pyrimidine-6-carboxylate ClC=1C=C(C=CC1)C1C(=C(N=C2N1C(/C(/S2)=C/C2=CC=C(C=C2)OCC(=O)N2CCN(CC2)CC)=O)C)C(=O)OC(C)C